ClC1=NC=C(C(=N1)NCC1=CC(=CC=C1)F)C 2-chloro-N-(3-fluorobenzyl)-5-methylpyrimidin-4-amine